C(C(C(C(COP(=O)(O)O)O)O)O)O 1-O-Phosphonopentitol